C(C1=CC=CC=C1)O[C@](C(F)(F)F)(CCCCC[C@@H](C)O)C1=NN=C(O1)C1=NC(=C(C=C1NC(OC(C)(C)C)=O)C(F)(F)F)Br tert-butyl (2-(5-((2R,8R)-2-(benzyloxy)-1,1,1-trifluoro-8-hydroxynonan-2-yl)-1,3,4-oxadiazol-2-yl)-6-bromo-5-(trifluoromethyl)pyridin-3-yl)carbamate